C(=O)O.NC=1C(=C(C=NC1)C=1C=C2C=C(N=CC2=C(C1F)N)NC1=NN2CS(CC(C2=C1)C)(=O)=O)C 6-(5-amino-4-methyl-3-pyridyl)-7-fluoro-N3-(4-methyl-6,6-dioxo-5,7-dihydro-4H-pyrazolo[1,5-c][1,3]thiazin-2-yl)isoquinoline-3,8-diamine Formate Salt